NC1=CC(=C(C(=C1C(C)=O)F)N1CCN(CC1)C)F 1-(6-Amino-2,4-difluoro-3-(4-methylpiperazin-1-yl)phenyl)ethan-1-one